C(C1=CC=CC=C1)N1C(SCCC1)=N 3-Benzyl-1,3-thiazinan-2-imine